C12COCC(CC1)N2C=2SC(=C(N2)C=2C(=C(C=CC2)NS(=O)(=O)N2CC1=CC=CC(=C1C2)OC)F)C2=NC(=NC=C2)S(=O)(=O)C N-(3-(2-(3-oxa-8-azabicyclo[3.2.1]oct-8-yl)-5-(2-(methylsulfonyl)-pyrimidin-4-yl)thiazol-4-yl)-2-fluorophenyl)-4-methoxyisoindoline-2-sulfonamide